(S)-4-(2-chloro-4-(3-(methylamino)-1-(thiophen-2-yl)propoxy)benzyl)-1-methyl-1,2,3,4-tetrahydro-5H-pyrido[2,3-e][1,4]diazepin-5-one ClC1=C(CN2CCN(C3=C(C2=O)C=CC=N3)C)C=CC(=C1)O[C@@H](CCNC)C=1SC=CC1